O1C(OC=C1)=O 1,3-dioxole-2-one